NC([C@H](C[C@H]1C(NCC1)=O)NC(=O)[C@H]1N(C[C@@H](C1)C(C)(C)C)C(=O)C=1NC2=CC=CC(=C2C1)OC)=O (2S,4S)-N-((S)-1-amino-1-oxo-3-((S)-2-oxopyrrolidin-3-yl)propan-2-yl)-4-(tert-butyl)-1-(4-methoxy-1H-indole-2-carbonyl)pyrrolidine-2-carboxamide